O1N=C(CC1)C=1C(=C(C=CC1S(=O)(=O)C)C(=O)C=1C=NN(C1O)C)C [3-(4,5-dihydro-3-isoxazolyl)-2-methyl-4-(methylsulfonyl)phenyl](5-hydroxy-1-methyl-1H-pyrazol-4-yl)methanone